4-(5-bromo-6-methoxy-2H-indazol-2-yl)-2-methylcyclohexane-1-ol BrC1=CC2=CN(N=C2C=C1OC)C1CC(C(CC1)O)C